C[Si](CCOCN1C(=NC=C1)C1=CC=C(C=N1)N1CCN(CC1)C(=O)OC(C)(C)C)(C)C tert-butyl 4-[6-(1-{[2-(trimethylsilyl)ethoxy]methyl}imidazol-2-yl)pyridin-3-yl]piperazine-1-carboxylate